BrC1=C2CCC(N(C2=CC=C1)C1=NC=2N(C3=CC=CC(=C13)F)C(=NN2)C)C 5-(5-bromo-2-methyl-3,4-dihydroquinolin-1(2H)-yl)-6-fluoro-1-methyl-[1,2,4]triazolo[4,3-a]quinazoline